bromo-1,3-dimethyl-2-oxo-1,2-dihydroquinolin-7-yl trifluoromethanesulfonate FC(S(=O)(=O)OC1=CC=C2C(=C(C(N(C2=C1)C)=O)C)Br)(F)F